N-(3-methylbenzyl)-2-(3-(pyridin-2-yl)-4-(quinolin-4-yl)-1H-pyrazol-1-yl)acetamide CC=1C=C(CNC(CN2N=C(C(=C2)C2=CC=NC3=CC=CC=C23)C2=NC=CC=C2)=O)C=CC1